2-(methyl-sulfanylmethyl)pyrazine CC(C1=NC=CN=C1)S